4-((2S,5R)-4-(bis(4-bromophenyl)methyl)-2,5-dimethylpiperazin-1-yl)-1-(((R)-tetrahydrofuran-2-yl)methyl)-1H-[1,2,3]triazolo[4,5-e][1,2,4]triazolo[4,3-a]pyrimidine BrC1=CC=C(C=C1)C(N1C[C@@H](N(C[C@H]1C)C1=NC=2N(C3=C1N=NN3C[C@@H]3OCCC3)C=NN2)C)C2=CC=C(C=C2)Br